(E)-2-((5-hydroxy-7-benzyloxy-2-(4-fluorophenyl)-4-oxo-4H-benzopyran-8-yl)oxy)-3-hydroxyacrylic acid ethyl ester C(C)OC(/C(=C\O)/OC1=C(C=C(C=2C(C=C(OC21)C2=CC=C(C=C2)F)=O)O)OCC2=CC=CC=C2)=O